S-(p-tolyl) 4-methylthiobenzoate CC1=CC=C(C(=O)SC2=CC=C(C=C2)C)C=C1